C(#N)C=1C=C(C=CC1)C=1N=C(SC1C1=CC(=NC(=C1)C)C)NC(=O)N1CC2(C1)COCC2 N-[4-(3-Cyanophenyl)-5-(2,6-dimethyl-4-pyridyl)thiazol-2-yl]-6-oxa-2-azaspiro[3.4]octan-2-carboxamid